BrC1=CC(=CC=2[C@H]3[C@@H](OC21)CC=C3)Br (3aS,8bS)-5,7-dibromo-3a,8b-dihydro-3H-cyclopenta[b]benzofuran